(methoxymethoxy)benzene-1,4-diamine COCOC1=C(C=CC(=C1)N)N